C(C1=CC=CC=C1)OCC=1N(C=C(N1)I)C12CC(C1)(C2)N 3-(2-((benzyloxy)methyl)-4-iodo-1H-imidazol-1-yl)bicyclo[1.1.1]pentan-1-amine